ClC1=C2C3=C(N=C(N=C3C=C1C1=C3C=NNC3=CC=C1C)NCCN(C)C)N1[C@H](CO2)CN(CC1)C(C=C)=O 1-((8aS)-6-chloro-2-((2-(dimethylamino)ethyl)amino)-5-(5-methyl-1H-indazol-4-yl)-8a,9,11,12-tetrahydropyrazino[2',1':3,4][1,4]oxazepino[5,6,7-de]-quinazolin-10(8H)-yl)prop-2-en-1-one